CC1CCC=2N=CC=NC21 5-Methyl-6,7-dihydrocyclopentapyrazine